(S)-3-((2-(6-(1,1-difluoroethyl)pyridin-3-yl)-8-methoxy-2,3-dihydrobenzo[b][1,4]dioxin-6-yl)methyl)-3H-imidazo[4,5-b]pyridine FC(C)(F)C1=CC=C(C=N1)[C@H]1COC2=C(O1)C(=CC(=C2)CN2C=NC=1C2=NC=CC1)OC